[(3S)-3-(1H-1,2,4-Triazol-5-yl)pyrrolidin-1-yl]-[3-[3-[5-(trifluoromethyl)pyrazin-2-yl]oxy-1-bicyclo[1.1.1]pentanyl]azetidin-1-yl]methanone N1N=CN=C1[C@@H]1CN(CC1)C(=O)N1CC(C1)C12CC(C1)(C2)OC2=NC=C(N=C2)C(F)(F)F